FC1(CC=C(CC1)S1CC(CN2C(N=CC3=CC(=CC1=C23)C(F)(F)F)=O)C2=CC=C(C=C2)F)F 1-(4,4-difluorocyclohex-1-en-1-yl)-3-(4-fluorophenyl)-10-(trifluoromethyl)-3,4-dihydro-2H,6H-[1,4]thiazepino[2,3,4-ij]quinazolin-6-one